(1s,4s)-2'-bromo-4-[(2-bromopyridin-4-yl)amino]spiro[cyclohexane-1,1'-indene]-4-carbonitrile BrC=1C2(C3=CC=CC=C3C1)CCC(CC2)(C#N)NC2=CC(=NC=C2)Br